FC1=CC=2C3=C(C(N(C2N=C1C1=C2C=NNC2=CC=C1C)C=1C(=NC=CC1C)C(C)C)=O)OC[C@@H]1N3CCNC1 (4aR)-11-fluoro-8-(2-isopropyl-4-methylpyridin-3-yl)-10-(5-methyl-1H-indazol-4-yl)-1,2,3,4,4a,5-hexahydropyrazino[1',2':4,5][1,4]oxazino[2,3-c][1,8]naphthyridin-7(8H)-one